2-(6-methoxybenzo[d]thiazol-2-yl)aniline COC1=CC2=C(N=C(S2)C2=C(N)C=CC=C2)C=C1